5-(Diaminomethylene)-1-((5S,7s,10S)-3-methyl-2,4-dioxo-1,3-diazadispiro[4.1.57.15]tridecan-10-yl)-3-propylpyrimidine-2,4,6(1H,3H,5H)-trione NC(=C1C(N(C(N(C1=O)C1CCC2(CC3(C(N(C(N3)=O)C)=O)C2)CC1)=O)CCC)=O)N